C(C)OC(=O)C1OCC2(ONC3=CC=CC=C23)CC1 2,2'-Dioxaspiro[cyclohexane-4,3'-indoline]-1-carboxylic acid ethyl ester